6-(1,3-benzothiazol-6-yl)-2-methyl-N-(1-{3-[5-(trifluoromethyl)pyridin-3-yl]phenyl}ethyl)pyrimidin S1C=NC2=C1C=C(C=C2)C2=CC=NC(N2C(C)C2=CC(=CC=C2)C=2C=NC=C(C2)C(F)(F)F)C